(R)-1-(2-methyl-3-(trifluoromethyl)phenyl)ethanamine CC1=C(C=CC=C1C(F)(F)F)[C@@H](C)N